5-(2-{2-[(Decahydrochinolin-1-sulfonyl)amino]phenyl}ethynyl)pyridin N1(CCCC2CCCCC12)S(=O)(=O)NC1=C(C=CC=C1)C#CC=1C=CC=NC1